rac-5-(aminomethyl)-5-(4-methyl-1,2,5-oxadiazol-3-yl)imidazolidine-2,4-dione hydrochloride Cl.NC[C@]1(C(NC(N1)=O)=O)C1=NON=C1C |r|